[Cl-].C(C1CO1)[N+](C)(C)CCCCCCCCCCCC glycidyl-lauryl-dimethylammonium chloride